(E)-3-[4-[(E)-3-[4-[4-[(2-Methylpropan-2-yl)oxycarbonyl]piperazin-1-yl]phenyl]-3-oxoprop-1-enyl]phenyl]prop-2-enoic acid CC(C)(C)OC(=O)N1CCN(CC1)C1=CC=C(C=C1)C(/C=C/C1=CC=C(C=C1)/C=C/C(=O)O)=O